N-(cyclobutylmethyl)-1-[6-[[3-(1H-indazol-4-yl)-1,2,4-oxadiazol-5-yl]methyl]-1H-indol-2-yl]methylamine C1(CCC1)CNCC=1NC2=CC(=CC=C2C1)CC1=NC(=NO1)C1=C2C=NNC2=CC=C1